OC1[C@@H](O)[C@@H](O)CO1 L-Erythrofuranose